6-methoxy-3,3-dimethylindoline-1,2-dicarboxylic acid 1-tert-butyl 2-ethyl ester CCOC(=O)C1N(C2=CC(=CC=C2C1(C)C)OC)C(=O)OC(C)(C)C